2-(2-(3,4-dihydro-2H-pyran-6-yl)pyridin-3-yl)acetic acid methyl ester COC(CC=1C(=NC=CC1)C1=CCCCO1)=O